CN1C(C(=CC(=C1)C1=C(C=CC(=C1)S(=O)(=O)C)OCCC(F)(F)F)C)=O 1,3-dimethyl-5-[5-methylsulfonyl-2-(3,3,3-trifluoropropoxy)phenyl]pyridin-2-one